(R)-3-((1R,3R)-1-(3-(2-((3,3-difluoropropyl)amino)ethoxy)-6-fluoro-2-methylphenyl)-3-methyl-1,3,4,9-tetrahydro-2H-pyrido[3,4-b]indol-2-yl)-2-methylpropionic acid FC(CCNCCOC=1C(=C(C(=CC1)F)[C@H]1N([C@@H](CC2=C1NC1=CC=CC=C21)C)C[C@H](C(=O)O)C)C)F